3-[3-fluoro-4-[4-(4-piperidyl)-1-piperidyl]anilino]piperidine-2,6-dione FC=1C=C(NC2C(NC(CC2)=O)=O)C=CC1N1CCC(CC1)C1CCNCC1